C1=CC=C(C(=C1)C(=O)[O-])C(=O)[O-] The molecule is a phthalate that is the dianion obtained by the deprotonation of both the carboxy groups of phthalic acid. It has a role as a human xenobiotic metabolite. It is a conjugate base of a phthalate(1-).